CC1=NC2=CC=C(C=C2C(=C1)C1=NC=CC=N1)C(=O)N1CCOCC1 (2-methyl-4-(pyrimidin-2-yl)quinolin-6-yl)(morpholino)methanone